L-prolin-propyl ester C(CC)OC([C@H]1NCCC1)=O